(Tetrahydrofuran-3,3-diyl)dimethanol O1CC(CC1)(CO)CO